(4-(dimethylamino)phenyl)-5-(2-nitrophenyl)Azole-4-carboxylic acid ethyl ester C(C)OC(=O)C=1C=C(NC1C1=C(C=CC=C1)[N+](=O)[O-])C1=CC=C(C=C1)N(C)C